3-[4-(diphenylamino)benzoyl]-4-hydroxy-2H-chromene C1(=CC=CC=C1)N(C1=CC=C(C(=O)C=2COC3=CC=CC=C3C2O)C=C1)C1=CC=CC=C1